2-[2-fluoro-4-(3-methoxy-piperidine-1-carbonyl)phenyl]-4-[[5-(4-hydroxy-1-piperidyl)-2-pyridyl]amino]-6H-1,6-naphthyridin-5-one FC1=C(C=CC(=C1)C(=O)N1CC(CCC1)OC)C1=NC=2C=CNC(C2C(=C1)NC1=NC=C(C=C1)N1CCC(CC1)O)=O